(4-bromo-3,5-dimethylphenyl)-3,6-di-tert-butyl-9H-carbazole BrC1=C(C=C(C=C1C)C1=CC(=CC=2C3=CC(=CC=C3NC12)C(C)(C)C)C(C)(C)C)C